4',5-dihydroxy-7-methoxyisoflavone OC1=CC=C(C2=COC3=CC(=CC(=C3C2=O)O)OC)C=C1